C(C1=CC=CC=C1)NN BENZYLHYDRAZINE